3-{[2-({3-[2-(4-chloro-3-fluorophenoxy)acetamido]bicyclo[1.1.1]pentan-1-yl}amino)-2-oxoethoxy]methyl}benzoic acid ClC1=C(C=C(OCC(=O)NC23CC(C2)(C3)NC(COCC=3C=C(C(=O)O)C=CC3)=O)C=C1)F